(2-Oxo-2-((2'-oxo-1,1',2',3-tetrahydrospiro[indene-2,3'-pyrrolo[2,3-b]pyridin]-5-yl)amino)ethyl)carbamic acid tert-butyl ester C(C)(C)(C)OC(NCC(NC=1C=C2CC3(C(NC4=NC=CC=C43)=O)CC2=CC1)=O)=O